(6-(trifluoromethyl)pyrazin-2-yl)methyl methanesulfonate CS(=O)(=O)OCC1=NC(=CN=C1)C(F)(F)F